nickel-cobalt-zinc sulfide [S-2].[Zn+2].[Co+2].[Ni+2].[S-2].[S-2]